BrC1=C2C(=C(C(N(C2=CC=C1)CC(C)C)=O)C(=O)NC1=CC(=CC=C1)F)O 5-bromo-N-(3-fluorophenyl)-4-hydroxy-1-isobutyl-2-oxo-1,2-dihydroquinoline-3-carboxamide